C(CCC)OC1=NN2C(C(=N1)N)=NC=C2CCC2CCNCC2 2-butoxy-7-(2-(piperidin-4-yl)ethyl)imidazo[2,1-f][1,2,4]triazin-4-amine